NC(CCC(C(=O)OC(C)(C)C)C=1C(=NC2=CC=CC(=C2C1)[N+](=O)[O-])C)=O tert-butyl 5-amino-2-(2-methyl-5-nitroquinolin-3-yl)-5-oxopentanoate